5-(3-Chloro-8-((1S,2S)-2-(trifluoromethyl)cyclopropyl)imidazo[1,2-b]pyridazin-6-yl)pyrimidine-2,4(1H,3H)-dione ClC1=CN=C2N1N=C(C=C2[C@@H]2[C@H](C2)C(F)(F)F)C=2C(NC(NC2)=O)=O